3-((4-(difluoromethoxy)piperidin-1-yl)carbonyl)-1,5,7-trimethyl-1,5-dihydro-4H-pyrrolo[3,2-c]pyridin-4-one FC(OC1CCN(CC1)C(=O)C1=CN(C2=C1C(N(C=C2C)C)=O)C)F